CN(S(=O)(=O)N1N=CC2=CC3=C(C=C12)C(=C(N3C3=CC=C(C=C3)F)C(C)C)C=3C=C(C(=O)OC)C=C(C3)F)C methyl 3-[1-(dimethylsulfamoyl)-5-(4-fluorophenyl)-6-isopropyl-pyrrolo[2,3-f]indazol-7-yl]-5-fluoro-benzoate